methyl-N'-(pyrimidin-2-yl)-2-(trifluoromethyl)benzoyl-hydrazine CN(NC1=NC=CC=N1)C(C1=C(C=CC=C1)C(F)(F)F)=O